trifluorovinyl chloride FC(=C(F)F)Cl